racemic-tert-butyl (1S,2R,3R,5R)-2-fluoro-3-(methylamino)-8-azabicyclo[3.2.1]octane-8-carboxylate F[C@H]1[C@@H]2CC[C@H](C[C@H]1NC)N2C(=O)OC(C)(C)C |r|